F[C@@H]1C(NC(C[C@@H]1N1C=CC2=C1N=NC(=C2)C=2C=C1C=CN=CC1=CC2O)(C)C)(C)C 6-{7-[(3S,4S)-3-fluoro-2,2,6,6-tetramethylpiperidin-4-yl]-7H-pyrrolo[2,3-c]pyridazin-3-yl}isoquinolin-7-ol